8-(4-chloro-2-fluorophenyl)-2,3-dimethyl-6-(2-(1-methyl-1H-pyrazol-3-yl)morpholino)pyrimido[5,4-d]pyrimidin-4(3H)-one ClC1=CC(=C(C=C1)C1=NC(=NC2=C1N=C(N(C2=O)C)C)N2CC(OCC2)C2=NN(C=C2)C)F